S1C(=NC2=C1C=CC=C2)NC(=O)C=2C=CC=C1CCN(CC21)C2=CC=C(C(=N2)C(=O)O)C=2C=NN(C2)CC21CC3(CC(CC(C2)C3)C1)Br 6-[8-(1,3-benzothiazol-2-ylcarbamoyl)-3,4-dihydroisoquinolin-2(1H)-yl]-3-(1-{[3-bromotricyclo[3.3.1.13,7]dec-1-yl]methyl}-1H-pyrazol-4-yl)pyridine-2-carboxylic acid